tert-butyl 3-(4'-chloro-2-methylsulfanyl-spiro[6,8-dihydro-5H-quinazoline-7,1'-indane]-4-yl)-3,6-diazabicyclo[3.1.1]heptane-6-carboxylate ClC1=C2CCC3(C2=CC=C1)CCC=1C(=NC(=NC1C3)SC)N3CC1N(C(C3)C1)C(=O)OC(C)(C)C